N,N-diethylaminoethyl-Nitrogen C(C)NN(NCC)CC